tert-butyl (2S)-2-((1-(6,7-difluoro-2-methyl-1-oxo-1,2-dihydroisoquinolin-4-yl)ethyl)(methyl)carbamoyl)indoline-1-carboxylate FC=1C=C2C(=CN(C(C2=CC1F)=O)C)C(C)N(C(=O)[C@H]1N(C2=CC=CC=C2C1)C(=O)OC(C)(C)C)C